COC1=C(C=CC=C1)NC=1C=C(C=2N(N1)C(=CN2)C(=O)N[C@H]2C(N(CC2)C)=C=O)NC([2H])([2H])[2H] (R)-6-((2-methoxyphenyl)amino)-N-(1-methyl-2-carbonylpyrrolidin-3-yl)-8-((methyl-d3)amino)imidazo[1,2-b]pyridazine-3-carboxamide